[Ag].[Ni]=O Nickel oxide silver